2-(2-oxopiperazin-1-yl)-N-(6-(trifluoromethoxy)benzo[d]thiazol-2-yl)acetamide O=C1N(CCNC1)CC(=O)NC=1SC2=C(N1)C=CC(=C2)OC(F)(F)F